ClC=1C=C2C=C(C=NC2=CC1)NC1=NC(=NC=C1)NC=1C=C2CCN(C2=CC1)C(CN(C)C)=O 1-(5-((4-((6-chloroquinolin-3-yl)amino)pyrimidin-2-yl)amino)indolin-1-yl)-2-(dimethylamino)ethan-1-one